4-bromo-2-methyldibenzo[b,d]iodol-5-ium trifluoromethanesulfonate FC(S(=O)(=O)[O-])(F)F.BrC1=CC(=CC2=C1[I+]C1=C2C=CC=C1)C